1-(3-chloro-5-fluorophenyl)-5,5-difluoro-3-phenyl-4,5,6,7-tetrahydro-1H-indol-4-ol ClC=1C=C(C=C(C1)F)N1C=C(C=2C(C(CCC12)(F)F)O)C1=CC=CC=C1